[Si](C1=CC=CC=C1)(C1=CC=CC=C1)(C(C)(C)C)OC[C@H]1C[C@H](CC1)CO [(1S,3R)-3-{[(tert-butyldiphenylsilyl)oxy]methyl}cyclopentyl]methanol